2-Bromo-4-methoxy-6-nitroaniline BrC1=C(N)C(=CC(=C1)OC)[N+](=O)[O-]